C(=C)C1=C(C=CC=C1)C1=CC(CCC1)=O 2'-vinyl-5,6-dihydro-[1,1'-biphenyl]-3(4H)-one